ClC1=C(OC2=NC=C(C=C2C(=O)NC2=CC(=NC=C2)F)C(F)(F)F)C=CC(=C1)OC(F)(F)F 2-[2-chloro-4-(trifluoromethoxy)phenoxy]-N-(2-fluoro-4-pyridinyl)-5-(trifluoromethyl)pyridine-3-carboxamide